C1=NC(C2(C3=CC=CC=C13)CCC2)=O spiro[cyclobutane-1,4'-isoquinoline]-3'-one